BrC=1C(=CC(=C(C1)B1OC(C(O1)(C)C)(C)C)F)C(F)(F)F 2-[5-bromo-2-fluoro-4-(trifluoromethyl)phenyl]-4,4,5,5-tetramethyl-1,3,2-dioxaborolane